3-tert-butyl-6-(4-methoxybenzyl)-8-(morpholin-4-yl)pyrido[2,3-d][1,2,4]triazolo[4,3-b]pyridazine C(C)(C)(C)C1=NN=C2N1N=C(C1=C2N=CC(=C1)N1CCOCC1)CC1=CC=C(C=C1)OC